1-cyclopropyl-4-((2,2-dimethoxycyclobutyl)methoxy)-3-methyl-1H-pyrazole C1(CC1)N1N=C(C(=C1)OCC1C(CC1)(OC)OC)C